2-chloro-5-(3-chloro-2-fluorophenoxy)-N-[2-(3,4-dimethylphenyl)-2,2-difluoroethyl]-3-methylpyridine-4-carboxamide ClC1=NC=C(C(=C1C)C(=O)NCC(F)(F)C1=CC(=C(C=C1)C)C)OC1=C(C(=CC=C1)Cl)F